C(CC)NCCNC(OC(C)(C)C)=O tert-butyl (2-(propylamino)ethyl)carbamate